FC=1C=C(C=CC1)C=1C=CC2=C(N(N=C2C1)C)N1CCC(CC1)NC(C=C)=O N-(1-(6-(3-fluorophenyl)-2-methyl-2H-indazol-3-yl)piperidin-4-yl)acrylamide